3,5-dichloro-N-(2-chloro-4-nitrophenyl)-2-hydroxybenzamide ClC=1C(=C(C(=O)NC2=C(C=C(C=C2)[N+](=O)[O-])Cl)C=C(C1)Cl)O